C(=O)(OC(C)(C)C)N[C@H](CC(=O)O)CC1=CC=C(C=C1)C(C)(C)C (S)-3-(Boc-amino)-4-(4-tert-butylphenyl)butyric acid